C(C)(=O)O.C[C@@H]1CCC(N1C1CCNCC1)=O (5R)-5-methyl-1-(piperidin-4-yl)pyrrolidin-2-one acetate